1-(4-bromo-3-(methoxy-methyl)-1-phenyl-1H-pyrazol-5-yl)-3-((3s,4r)-4-(3,4-difluorophenyl)-1-(2-methoxyethyl)pyrrolidin-3-yl)urea BrC=1C(=NN(C1NC(=O)N[C@@H]1CN(C[C@H]1C1=CC(=C(C=C1)F)F)CCOC)C1=CC=CC=C1)COC